C[NH+]1CCCCC1 methyl-(piperidinium)